O=C1NC2(CN(C2)C(=O)OC(C)(C)C)CNC1 tert-Butyl 6-oxo-2,5,8-triazaspiro[3.5]nonane-2-carboxylate